(2-fluoropyridin-4-yl)(2-(5-(trifluoromethyl)-1,2,4-oxadiazol-3-yl)-4,7-dihydrothieno[2,3-c]pyridin-6(5H)-yl)methanone FC1=NC=CC(=C1)C(=O)N1CC2=C(CC1)C=C(S2)C2=NOC(=N2)C(F)(F)F